(2R)-1-[2-(1-benzofuran-5-sulfonyl)-4H,6H-pyrrolo[3,4-c]pyrazol-5-yl]-3-hydroxy-3-methyl-2-phenylbutan-1-one O1C=CC2=C1C=CC(=C2)S(=O)(=O)N2N=C1C(=C2)CN(C1)C([C@@H](C(C)(C)O)C1=CC=CC=C1)=O